CC(CC=O)CC=CCCC 3-methylnon-5-enal